N[C@H]1C[C@@H](CCC1)CNC1=NN(C(=C1)C1=CC(=C(C#N)C=C1)F)C1=CC=C(C=C1)N1CCSCC1 4-(3-((((1R,3R)-3-aminocyclohexyl)-methyl)amino)-1-(4-thiomorpholinophenyl)-1H-pyrazol-5-yl)-2-fluorobenzonitrile